1-(2,3-dichloropyridin-4-yl)-5-(trifluoromethyl)-1H-pyrazole-4-carboxylic acid ethyl ester C(C)OC(=O)C=1C=NN(C1C(F)(F)F)C1=C(C(=NC=C1)Cl)Cl